FC(S(=O)(=O)[O-])(F)F.C(CCC)OC1=CC=C(C2=CC(=CC=C12)OCCCC)[S+]1CCCC1 4,7-di-n-butoxy-1-naphthyltetrahydrothiophenium trifluoromethanesulfonate